NC1=C(C2=C(S1)C(CC(C2)C2=C(C=CC=C2)C(F)(F)F)=O)C#N 2-Amino-7-oxo-5-(2-(trifluoromethyl)phenyl)-4,5,6,7-tetrahydrobenzo[b]thiophene-3-carbonitrile